C(C=CC)(=O)OC(C(=O)OC(C)C)(C)C isopropyl α-2-butenoyloxyisobutyrate